benzyloxycarbonyl-5,5-difluoro-piperidine-3-carboxylic acid C(C1=CC=CC=C1)OC(=O)N1CC(CC(C1)(F)F)C(=O)O